[(dimethylamino)methyl]pyridin CN(C)CC1=NC=CC=C1